5-amino-6-(5-methyl-1H-indazol-4-yl)-2-[3-[[[5-(trifluoromethyl)pyrimidin-2-yl]amino]methyl]phenyl]pyrimidine-4-carboxamide NC=1C(=NC(=NC1C1=C2C=NNC2=CC=C1C)C1=CC(=CC=C1)CNC1=NC=C(C=N1)C(F)(F)F)C(=O)N